4-Chloro-7,8-dihydro-6H-9-oxa-2,2a,5,6-tetraazabenzo[cd]azulene ClC=1N=C2C=3N(N=CC3OCCN2)C1